2,2-bis(4-hydroxylcyclohexyl)propane OC1CCC(CC1)C(C)(C)C1CCC(CC1)O